ethyl-(R)-3-amino-4-(4'-((5-chloro-3-fluoropyridin-2-yl)oxy)-3'-fluoro-[1,1'-biphenyl]-3-yl)butanoic acid C(C)[C@@H](C(=O)O)C(CC=1C=C(C=CC1)C1=CC(=C(C=C1)OC1=NC=C(C=C1F)Cl)F)N